2-cyclohexyl-2-(3,3,3-tris(4-chlorophenyl)propyl)-1-ethoxy-3-methoxy-propane C1(CCCCC1)C(COCC)(COC)CCC(C1=CC=C(C=C1)Cl)(C1=CC=C(C=C1)Cl)C1=CC=C(C=C1)Cl